CS(=O)(=O)CCC(=O)N1CCC2(CC1)CCC(CC2)N(C=2C1=C(N=CN2)NC=C1)C 3-Methansulfonyl-1-{9-[methyl-(7H-pyrrolo[2,3-d]pyrimidin-4-yl)amino]-3-azaspiro[5.5]undec-3-yl}propan-1-on